(S)-4-(1-(1-((4'-fluoro-[1,1'-biphenyl]-4-yl)methyl)-5-phenyl-1H-indole-7-carboxamido)ethyl)benzoic acid FC1=CC=C(C=C1)C1=CC=C(C=C1)CN1C=CC2=CC(=CC(=C12)C(=O)N[C@@H](C)C1=CC=C(C(=O)O)C=C1)C1=CC=CC=C1